NC1CC(C1)C=1C=CC=C2C=C(N(C12)CC1CC1)C1=NC2=C(N1C)C(=CC(=C2)C(=O)N2[C@@H]1CC[C@H](C2)[C@H]1N)OC (1R,4R,7R)-2-{2-[7-(3-aminocyclobutyl)-1-(cyclopropylmethyl)-1H-indol-2-yl]-7-methoxy-1-methyl-1H-1,3-benzodiazole-5-carbonyl}-2-azabicyclo[2.2.1]heptan-7-amine